(4-fluoro-3-methylphenyl)(4-(trifluoromethyl)cyclohexyl)methanamine FC1=C(C=C(C=C1)C(N)C1CCC(CC1)C(F)(F)F)C